ClC1=NC=C(C(=N1)Cl)C#N 2,4-Dichloro-5-cyanopyrimidine